ClC=1C(=C(C(=CC1)C(F)F)C1=CN=C(C(=N1)C(=O)NC=1C=NN(C1)[C@H](C)C1=NC=C(C(=N1)C)N1C([C@@H]2C[C@@H]2C1)=O)C)F 6-(3-chloro-6-(difluoromethyl)-2-fluorophenyl)-3-methyl-N-(1-((R)-1-(4-methyl-5-((1R,5S)-2-oxo-3-azabicyclo[3.1.0]hex-3-yl)pyrimidin-2-yl)ethyl)-1H-pyrazol-4-yl)pyrazine-2-carboxamide